C1(CC1)NC(=O)N1C[C@@H](N(CC1)C1=NC(=NC2=CC=C(C=C12)C=1C(=NOC1C)C)C=1C=NN(C1)C1C(C1)(C)O)C1=CC=CC=C1 (S)-N-cyclopropyl-4-(6-(3,5-dimethylisoxazol-4-yl)-2-(1-(2-hydroxy-2-methylCyclopropyl)-1H-pyrazol-4-yl)quinazolin-4-yl)-3-phenylpiperazine-1-carboxamide